CC1CN(C2=CC=CC=C2C1)C(=O)C1=CC(=CC=C1)N1CCCC1 (3,4-dihydro-3-methyl-1(2H)-quinolinyl)[3-(1-pyrrolidinyl)phenyl]methanone